C1(CCCCC1)[C@@H]1N(CC2=C(NC1=O)C=CC=C2)C(=O)C2=CC=C(C(=O)N)C=C2 (S)-4-(3-cyclohexyl-2-oxo-2,3,4,5-tetrahydro-1H-benzo[e][1,4]diazepine-4-carbonyl)benzamide